ClC1=C(C=C(C(=C1)S(N(C=1N=CSC1)CC1=C(C=C(C=C1)OC)OC)(=O)=O)F)N([C@H]1[C@H](N(CC1)C(=O)OC(C)(C)C)C)C |r| rac-tert-butyl (2R,3R)-3-((2-chloro-4-(N-(2,4-dimethoxybenzyl)-N-(thiazol-4-yl)sulfamoyl)-5-fluorophenyl)(methyl)amino)-2-methylpyrrolidine-1-carboxylate